(S)-4-(furo[3,2-c]pyridin-4-yl)-N-(pyrrolidin-3-yl)benzamide dihydrochloride Cl.Cl.O1C=CC=2C(=NC=CC21)C2=CC=C(C(=O)N[C@@H]1CNCC1)C=C2